ClC=1C(=NC(=NC1)NC=1C=C(C=NC1)N1C(C2(CC1)CCN(CC2)CC2CCNCC2)=O)N2CC(CCC2)C2CC2 2-(5-((5-chloro-4-(3-cyclopropylpiperidin-1-yl)pyrimidin-2-yl)amino)pyridin-3-yl)-8-(piperidin-4-ylmethyl)-2,8-diazaspiro[4.5]decan-1-one